C(C)(=O)C1=C(C2=C(N=C(N=C2)NC2=CC=C(C=N2)N2CCN(CC2)C2CCN(CC2)C2=CC=C(C=C2)N2C(NC(CC2)=O)=O)N(C1=O)C1CCCC1)C 1-(4-(4-(4-(6-((6-acetyl-8-cyclopentyl-5-methyl-7-oxo-7,8-dihydropyrido[2,3-d]pyrimidin-2-yl)amino)pyridin-3-yl)piperazin-1-yl)piperidin-1-yl)phenyl)dihydropyrimidine-2,4(1H,3H)-dione